7-((1r,4r)-4-(2-fluoro-4-methylpyridin-3-yl)cyclohexyl)-3-methyl-5-((3-(trifluoromethyl)pyrazin-2-yl)methyl)pyrido[2,3-b]pyrazin-6(5H)-one FC1=NC=CC(=C1C1CCC(CC1)C1=CC=2C(=NC(=CN2)C)N(C1=O)CC1=NC=CN=C1C(F)(F)F)C